2-[5-(3-Methylbut-2-enoxy)-2-[(E)-3-phenylprop-2-enoyl]phenoxy]acetic acid CC(=CCOC=1C=CC(=C(OCC(=O)O)C1)C(\C=C\C1=CC=CC=C1)=O)C